C(CCCCCCC)C1=CC=C(OCC(CN2C=CC3=CC=C(C=C23)C(=O)O)=O)C=C1 1-[3-(4-octylphenoxy)-2-oxopropyl]indole-6-carboxylic acid